FC(S(=O)(=O)[N-]S(=O)(=O)C(F)(F)F)(F)F.[K+] potassium bis(trifluoromethanesulfonyl)amide